3-amino-N-[(3R)-7-[(3S)-3-(methoxymethyl)piperazin-1-yl]-3,4-dihydro-2H-1-benzopyran-3-yl]-6-methylthieno[2,3-b]pyridine-2-carboxamide NC1=C(SC2=NC(=CC=C21)C)C(=O)N[C@H]2COC1=C(C2)C=CC(=C1)N1C[C@H](NCC1)COC